ClC=1C(=C(C=CC1F)C(=O)N1CC2(CC1)C=C(C(C(C2)(C)C)=O)C#N)F 2-(3-chloro-2,4-difluorobenzene-1-carbonyl)-9,9-dimethyl-8-oxo-2-azaspiro[4.5]dec-6-ene-7-carbonitrile